COC(=O)C=1C=C(C=C2C=NN(C12)CC=1C=NC(=NC1)C1=CC(=C(C=C1)OC)F)Cl 5-chloro-1-((2-(3-fluoro-4-methoxyphenyl)pyrimidin-5-yl)methyl)-1H-Indazole-7-carboxylic acid methyl ester